4'-bromomethyl-biphenyl BrCC1=CC=C(C=C1)C1=CC=CC=C1